2-(((1-(3,3-difluorocyclobutyl)-4,5,6,7-tetrahydro-1H-benzo[d][1,2,3]triazol-5-yl)amino)methyl)-7-methoxy-[1,2,4]triazolo[1,5-c]quinazolin-5-amine FC1(CC(C1)N1N=NC2=C1CCC(C2)NCC2=NN1C(=NC=3C(=CC=CC3C1=N2)OC)N)F